3-(2-chlorophenyl)-4-[4-nitro-2-(2-oxa-7-azaspiro[3.4]oct-7-yl)benzoyl]piperazine-1-carboxylic acid tert-butyl ester C(C)(C)(C)OC(=O)N1CC(N(CC1)C(C1=C(C=C(C=C1)[N+](=O)[O-])N1CCC2(COC2)C1)=O)C1=C(C=CC=C1)Cl